(S)-(3-Aminopyrrolidin-1-yl)(3-bromo-4-iodophenyl)methanone hydrochloride Cl.N[C@@H]1CN(CC1)C(=O)C1=CC(=C(C=C1)I)Br